ClC1=CC(=CNC1=O)B(O)O 5-CHLORO-6-OXO-1,6-DIHYDROPYRIDIN-3-YLBORONIC ACID